dithiepane C1CCSSCC1